CC1=CC=C(OCC(=O)NC(C(=O)O)CC2=CC=CC=C2)C=C1 2-[[2-(4-methylphenoxy)acetyl]amino]-3-phenylpropanoic acid